6-Phenyl-3-((7-((R)-4,4,4-trifluoro-2-methylbutanoyl)-7-azaspiro[4.5]decan-10-yl)methyl)pyrimidin-4(3H)-one C1(=CC=CC=C1)C1=CC(N(C=N1)CC1CCN(CC12CCCC2)C([C@@H](CC(F)(F)F)C)=O)=O